[N+](=O)([O-])C=1C=C(C#N)C=CC1NC1=CC=C2C(=NN(C2=C1)C(C1=CC=CC=C1)(C1=CC=CC=C1)C1=CC=CC=C1)C1=CC=NC=C1 3-Nitro-4-[[3-(4-pyridyl)-1-trityl-indazol-6-yl]amino]benzonitrile